BrC1=CC(=C2N=C(C(NC2=C1)=O)C)C 7-bromo-3,5-dimethylquinoxalin-2(1H)-one